ClC1=CC=C(CCN[C@H](C(=O)C2=CNC3=CC(=CC=C23)C2=CN=C(N2)C)C2=CC=CC=C2)C=C1 |r| (S)- and (R)-2-((4-chlorophenethyl)amino)-1-(6-(2-methyl-1H-imidazol-5-yl)-1H-indol-3-yl)-2-phenylethan-1-one